4-nitro-3-(piperazin-1-ylmethyl)benzyl alcohol [N+](=O)([O-])C1=C(C=C(CO)C=C1)CN1CCNCC1